methyl 6-(tert-butylsulfonyl)imidazo[1,2-a]pyridine-7-carboxylate C(C)(C)(C)S(=O)(=O)C=1C(=CC=2N(C1)C=CN2)C(=O)OC